C(C1=CC=CC=C1)C1(N=C(C2=C(CCNCC2)N1)NCCC1=CNC2=CC(=CC=C12)OC)C=1C=NC=C(C1)F 2-benzyl-2-(5-fluoropyridin-3-yl)-N-[2-(6-methoxy-1H-indol-3-yl)ethyl]-5H,6H,7H,8H,9H-pyrimido[4,5-d]azepin-4-amine